C(C)OC1=CC=C(C(=O)N)C=C1 p-Ethoxybenzamid